FC1=CC=C(C=C1)C1=C(C=C2C(NC(NC2=C1SC[C@@H](CO)OCOC)=O)=O)C(F)(F)F (R)-7-(4-fluorophenyl)-8-((3-hydroxy-2-(methoxymethoxy)propyl)thio)-6-(trifluoromethyl)quinazoline-2,4(1H,3H)-dione